2-chloro-N-((3aR,5s,6aS)-2-(5-(3-cyano-6-ethoxypyrazolo[1,5-a]pyridin-4-yl)pyridin-2-yl)-5-methyl-octahydrocyclopenta[c]pyrrol-5-yl)-6-methylbenzamide ClC1=C(C(=O)NC2(C[C@@H]3[C@@H](CN(C3)C3=NC=C(C=C3)C=3C=4N(C=C(C3)OCC)N=CC4C#N)C2)C)C(=CC=C1)C